CSC(=C[N+](=O)[O-])SC 1,1-bis(methylthio)-2-nitroethylene